OC1=CC=C(C=C1)[C@H](C(C)(C)OC)NC(OC(C)(C)C)=O tert-Butyl (R)-(1-(4-hydroxyphenyl)-2-methoxy-2-methylpropyl)carbamate